6-[2-(4-aminophenoxy)ethoxy]-2-naphthyl-ethylamine NC1=CC=C(OCCOC=2C=C3C=CC(=CC3=CC2)NCC)C=C1